NC1=C(C(=NN1C1=NC=CC=N1)Cl)C1=CCC(CC1)C(=O)OCC ethyl 4-(5-amino-3-chloro-1-pyrimidin-2-yl-pyrazol-4-yl)cyclohex-3-ene-1-carboxylate